NC1=C(C=C(C=C1)C(F)(F)F)NC(C)=O N-[2-amino-5-(trifluoromethyl)phenyl]acetamide